CS(=O)CCC(CCCCCCCCCC)OC 3-methoxytridecyl methyl sulfoxide